COC(=O)C=1C(N(C2=CC(=CC=C2C1N)C(F)(F)F)C1=CC(=CC=C1)C(C)(C)O)=O 4-amino-1-(3-(2-hydroxypropan-2-yl)phenyl)-2-oxo-7-(trifluoromethyl)-1,2-dihydroquinoline-3-carboxylic acid methyl ester